OC1=CC=C(C=C1)C=C1C(OC(OC1=O)(C)C)=O 5-[(4-hydroxyphenyl)methylene]-2,2-dimethyl-1,3-dioxane-4,6-dione